[Pd](Cl)Cl.C(C1=CC=CC=C1)P([C-]1C=CC=C1)CC1=CC=CC=C1.[C-]1(C=CC=C1)P(CC1=CC=CC=C1)CC1=CC=CC=C1.[Fe+2] [1,1'-bis(dibenzylphosphino)ferrocene] palladium(II) dichloride